4-bromo-2-(chloromethyl)thiophene BrC=1C=C(SC1)CCl